S(CC(C(=O)OCC)C)CC(C(=O)OCC)C diethyl 3,3'-thiodiisobutyrate